2-(1-acryloyl-4-(7-(2,3-dihydro-4H-benzo[b][1,4]oxazin-4-yl)-2-((1-isopropylpyrrolidin-2-yl)methoxy)-5,6,7,8-tetrahydroquinazolin-4-yl)piperazin-2-yl)acetonitrile C(C=C)(=O)N1C(CN(CC1)C1=NC(=NC=2CC(CCC12)N1C2=C(OCC1)C=CC=C2)OCC2N(CCC2)C(C)C)CC#N